C(\C=C\C1=CC=CC=C1)=O trans-Cinnamaldehyd